[N+](=O)([O-])C1=C(C(=O)NCC(=O)O)C=CC=C1 N-(2-nitrobenzoyl)glycine